CC(C(=O)OC(C(CC)(C)C)=O)(CC)C dimethylbutyric acid anhydride